COC1=CC=C(CNCC(=O)OC)C=C1 Methyl (4-methoxybenzyl)glycinate